ClC1=C(C=CC=C1)[C@H]1CC[C@H](N1C(=O)C1=CC=C(C=C1)C1=CC(=CC=C1)S(=O)(=O)C)C(=O)O (2S,5R)-5-(2-chlorophenyl)-1-(3'-(methylsulfonyl)-[1,1'-biphenyl]-4-carbonyl)pyrrolidine-2-carboxylic acid